tert-butyl 2-(diethoxyphosphoryl)-3-(3-(4-pentylbenzyl)-1,2,4-oxadiazol-5-yl)propanoate C(C)OP(=O)(OCC)C(C(=O)OC(C)(C)C)CC1=NC(=NO1)CC1=CC=C(C=C1)CCCCC